N[C@@H](CS(=O)CC=C)C=O deoxyalliin